C(CCCCCCCCCCCCCCC)(=O)[O-].[Fr+] Francium palmitate